6-(p-Toluidino)-2-naphthalenesulfonic acid sodium salt [Na+].C1(=CC=C(C=C1)NC=1C=C2C=CC(=CC2=CC1)S(=O)(=O)[O-])C